arginyl-acetoacetate N[C@@H](CCCNC(N)=N)C(=O)CC(CC(=O)[O-])=O